2-(3-aminobenzofurano[3,2-b]pyridin-2-yl)propanol NC=1C=C2C(=NC1C(CO)C)C1=C(O2)C=CC=C1